C(CC)OS(=O)(=O)[O-].C(CC)[S+]1C(=CC=C1)C1=CC=CC=C1 1-n-propyl-2-phenyl-thiophenium propyl-sulfate salt